OC1=C(C=CC=C1)NC(=O)C1=CC(=NC2=CC=CC=C12)C=1OC(=CC1)C N-(2-Hydroxyphenyl)-2-(5-methylfuran-2-yl)quinoline-4-carboxamide